3-(4-azidobutoxy)-2-((bis(4-methoxyphenyl)(phenyl)methoxy)methyl)-2-methylpropan-1-ol N(=[N+]=[N-])CCCCOCC(CO)(C)COC(C1=CC=CC=C1)(C1=CC=C(C=C1)OC)C1=CC=C(C=C1)OC